C1(=CC=CC=C1)N1N=C(C=C1)OCC(C)=O 1-((1-phenyl-1H-pyrazol-3-yl)oxy)propan-2-one